COC1OC(C2=CC(=CC=C12)OC)=O 3,6-dimethoxyisobenzofuranone